CC=1OC(=CC1C(=O)NC1=NC(=NS1)CC(C)N1CCCC1)C1=CC(=CC=C1)C(F)(F)F 2-Methyl-N-(3-(2-(pyrrolidin-1-yl)propyl)-1,2,4-thiadiazol-5-yl)-5-(3-(trifluoromethyl)phenyl)furan-3-carboxamide